O1C(=NC2=C1C=CC=C2)C2CN(C2)C2C(CC2)[C@@H](O)NC=2C1=C(N=CN2)CCS1=O (R)-2-(3-(benzo[d]oxazol-2-yl)azetidin-1-yl)-5-oxo-(6,7-dihydrothieno[3,2-d]pyrimidin-4-yl)amino-cyclobutyl-methanol